2-((S)-1-propenoyl-4-(2-(((S)-1-methylpyrrolidin-2-yl)methoxy)-7-(5,6,7,8-tetrahydronaphthalen-1-yl)pyrido[2,3-d]pyrimidin-4-yl)piperazin-2-yl)acetonitrile C(C=C)(=O)N1[C@H](CN(CC1)C=1C2=C(N=C(N1)OC[C@H]1N(CCC1)C)N=C(C=C2)C2=CC=CC=1CCCCC21)CC#N